BrCC(=O)N monobromoacetamide